1-Tert-butyl 4-[4-[3-[(4-methoxyphenyl)methyl]-2,4-dioxo-hexahydropyrimidin-1-yl]quinazolin-8-yl]piperazine-1-carboxylate COC1=CC=C(C=C1)CN1C(N(CCC1=O)C1=NC=NC2=C(C=CC=C12)N1CCN(CC1)C(=O)OC(C)(C)C)=O